3-(N,N-Dioleoylamino)-1,2-propanediol C(CCCCCCC\C=C/CCCCCCCC)(=O)N(C(CCCCCCC\C=C/CCCCCCCC)=O)CC(CO)O